3-(((tetrahydro-2H-pyran-2-yl)oxy)methyl)benzofuran O1C(CCCC1)OCC1=COC2=C1C=CC=C2